C1(CC1)C=1C(=CC=2N(N1)C=CN2)OC([2H])([2H])[2H] 6-cyclopropyl-7-(methoxy-d3)imidazo[1,2-b]pyridazine